(4-methyl-1-propyl-1H-pyrrolo[2,3-b]pyridin-6-yl)carbamic acid tert-butyl ester C(C)(C)(C)OC(NC1=CC(=C2C(=N1)N(C=C2)CCC)C)=O